[Si](C)(C)(C(C)(C)C)OCCNC1=CC(=C(C=C1)F)Cl N-[2-[tert-butyl(dimethyl)silyl]oxyethyl]-3-chloro-4-fluoro-aniline